4-(4-chloro-2-(pyrrolidin-1-yl)phenoxy)piperidine ClC1=CC(=C(OC2CCNCC2)C=C1)N1CCCC1